ClC=1C=C(C=CC1F)NC(N(CC(C)C)[C@H](C)C1=NNC(C2=CC(=C(C=C12)F)F)=O)=O |r| Racemic-3-(3-chloro-4-fluorophenyl)-1-(1-(6,7-difluoro-4-oxo-3,4-dihydrophthalazin-1-yl)ethyl)-1-isobutylurea